C(CCC)C1=C(/C(/OC1=O)=N/C1CCC(CC1)C)CC(=O)OCC Ethyl (Z)-2-(4-butyl-2-((4-methylcyclohexyl)imino)-5-oxo-2,5-dihydro furan-3-yl)acetate